4-{[(1S)-2-hydroxy-1-phenylethyl]amino}-N-methyl-2-[(1-oxo-1,2,3,4-tetrahydroisoquinolin-6-yl)amino]pyrimidine-5-carboxamide OC[C@H](C1=CC=CC=C1)NC1=NC(=NC=C1C(=O)NC)NC=1C=C2CCNC(C2=CC1)=O